3-(5-bromo-2-fluorophenyl)-N-[(1R,3S)-3-{[2-(trifluoromethyl)quinolin-4-yl]amino}cyclohexyl]propanamide BrC=1C=CC(=C(C1)CCC(=O)N[C@H]1C[C@H](CCC1)NC1=CC(=NC2=CC=CC=C12)C(F)(F)F)F